FC1(CCN2C(=CC(=C2C1O)C(F)(F)F)C#CC1=CC=CC=C1)F 7,7-difluoro-3-(phenylethynyl)-1-(trifluoromethyl)-5,6,7,8-tetrahydroindolizin-8-ol